2-(2-hydroxy-4-octyloxyphenyl)2H-benzotriazole-5-carboxylic acid 2-ethylhexyl ester C(C)C(COC(=O)C1=CC=2C(=NN(N2)C2=C(C=C(C=C2)OCCCCCCCC)O)C=C1)CCCC